5-(2-hydroxy-3-o-tolylaminopropyl)-1,3,4-oxadiazole-2(3H)-thione OC(CC1=NNC(O1)=S)CNC1=C(C=CC=C1)C